2-methyl-4-(2,2,3-trimethyl-3-cyclopentenyl)-butanol CC(CO)CCC1C(C(=CC1)C)(C)C